C1(CC1)C1=C(C(=NO1)C1=C(C=NC=C1Cl)Cl)COC12CCC(CC1)(CC2)C2=NC1=CC(=CC=C1C=C2)C(F)(F)F 2-(4-((5-Cyclopropyl-3-(3,5-dichloropyridin-4-yl)isoxazol-4-yl)methoxy)bicyclo[2.2.2]octan-1-yl)-7-(trifluoromethyl)chinolin